trans-2,3-Decandiol CC(C(CCCCCCC)O)O